henicosafluorooctadecane FC(C(C(C(C(C(C(C(C(C(F)(F)F)(F)F)(F)F)(F)F)(F)F)(F)F)(F)F)(F)F)(F)F)(CCCCCCCC)F